CCC=CCC hexa-3-en